N-((6S,7S)-5-(azetidine-1-carbonyl)-6-((2-fluoro-[1,1'-biphenyl]-3-yl)methyl)-5-azaspiro[2.4]heptan-7-yl)methanesulfonamide N1(CCC1)C(=O)N1CC2(CC2)[C@@H]([C@@H]1CC=1C(=C(C=CC1)C1=CC=CC=C1)F)NS(=O)(=O)C